1,1,1-tris-(4-isocyanatophenoxymethyl)-propane N(=C=O)C1=CC=C(OCC(CC)(COC2=CC=C(C=C2)N=C=O)COC2=CC=C(C=C2)N=C=O)C=C1